methyl (2S)-3-(3-(7-((2-hydroxyethyl)sulfonyl)-2-methyl-1-(2-methylhydrazineyl)-1-oxoheptan-2-yl)phenyl)-2-methylpropanoate OCCS(=O)(=O)CCCCCC(C(=O)NNC)(C)C=1C=C(C=CC1)C[C@@H](C(=O)OC)C